5-(1-(1-(3-chlorophenyl)ethyl)-1H-pyrazol-4-yl)-1-methylpyridin-2(1H)-one ClC=1C=C(C=CC1)C(C)N1N=CC(=C1)C=1C=CC(N(C1)C)=O